C(O)(O)=O.C=1(O)C(O)=CC=CC1.C=1(O)C(O)=CC=CC1 biscatechol carbonate